tert-butyl 7-((3-nitro-2-oxopyridin-1(2H)-yl)methyl)-1H-indole-1-carboxylate [N+](=O)([O-])C=1C(N(C=CC1)CC=1C=CC=C2C=CN(C12)C(=O)OC(C)(C)C)=O